N-(3,5-dichlorophenyl)-2-methoxy-N'-[5-(methylcarbamoyl)-tetrahydrofuran-3-yl]malonamide ClC=1C=C(C=C(C1)Cl)NC(C(C(=O)NC1COC(C1)C(NC)=O)OC)=O